C(C)(=O)O[C@H]1[C@H](N(C[C@@H]1OC(=O)OC(C)(C)C)C(=O)OC(C)(C)C)CC1=CC=C(C=C1)C(F)F tert-butyl (2R,3S,4S)-3-(acetyloxy)-4-[(tert-butoxycarbonyl)oxy]-2-{[4-(difluoromethyl)phenyl]methyl}pyrrolidine-1-carboxylate